NC=1C=C2CC3(C(NC4=NC=CC=C43)=O)CC2=CC1C 5-Amino-6-methyl-1,3-dihydrospiro[indene-2,3'-pyrrolo[2,3-b]pyridin]-2'(1'H)-one